(5R,6R)-5-(4-(4-(dimethoxymethyl)piperidin-1-yl)-2-methoxyphenyl)-6-phenyl-5,6,7,8-tetrahydronaphthalen-2-ol COC(C1CCN(CC1)C1=CC(=C(C=C1)[C@H]1C=2C=CC(=CC2CC[C@H]1C1=CC=CC=C1)O)OC)OC